(7'-benzyloxy-2-methylsulfanyl-spiro[6,8-dihydro-5H-quinazoline-7,1'-tetralin]-4-yl) trifluoromethanesulfonate FC(S(=O)(=O)OC1=NC(=NC=2CC3(CCCC4=CC=C(C=C34)OCC3=CC=CC=C3)CCC12)SC)(F)F